1-methyl-N-(5-(3-methylisoquinolin-6-yl)thiazol-2-yl)piperidine-4-carboxamide CN1CCC(CC1)C(=O)NC=1SC(=CN1)C=1C=C2C=C(N=CC2=CC1)C